4-(5H-Imidazo[5,1-a]isoindol-5-yl)-1-(2,2,2-trifluoroethyl)piperidin-3-ol C=1N=CN2C1C1=CC=CC=C1C2C2C(CN(CC2)CC(F)(F)F)O